Cl.N[C@H](CO)C1=CC(=C(C=C1)Cl)C1=NC=CC=C1C (S)-2-amino-2-(4-chloro-3-(3-methylpyridin-2-yl)phenyl)ethan-1-ol hydrochloride